2-oxopropane-1,3-diylbis(4-cyclohexylbutyrate) O=C(CC(C(=O)[O-])CCC1CCCCC1)CC(C(=O)[O-])CCC1CCCCC1